8-chloro-5-methoxy-2H-isoquinolin-1-one ClC=1C=CC(=C2C=CNC(C12)=O)OC